Ethyl 2-(3-((tert-butoxycarbonyl)amino)phenyl)thiazole-4-carboxylate C(C)(C)(C)OC(=O)NC=1C=C(C=CC1)C=1SC=C(N1)C(=O)OCC